N=CCCCCCCCCN=C=O iminononyl isocyanate